FC1CN(CC1)CCOC=1N=C(C2=C(N1)CNCC2)N2CCN(CC2)C(=O)OCC2=CC=CC=C2 benzyl 4-[2-[2-(3-fluoropyrrolidin-1-yl)ethoxy]-5,6,7,8-tetrahydropyrido[3,4-d]pyrimidin-4-yl]piperazine-1-carboxylate